1-(4-((4-((4-((2-((3aR,6aS)-4,4-difluorohexahydro-cyclopenta[c]pyrrol-2(1H)-yl)pyridin-4-yl)oxy)-2-fluorophenyl)amino)-7-methoxyquinazolin-6-yl)amino)piperidin-1-yl)prop-2-en-1-one FC1(CC[C@@H]2CN(C[C@@H]21)C2=NC=CC(=C2)OC2=CC(=C(C=C2)NC2=NC=NC1=CC(=C(C=C21)NC2CCN(CC2)C(C=C)=O)OC)F)F